4-(2,3,9-Trimethyl-6H-thieno[3,2-f][1,2,4]triazolo[4,3-a][1,4]diazepin-4-yl)aniline CC1=C(C=2C(=NCC=3N(C2S1)C(=NN3)C)C3=CC=C(N)C=C3)C